6-chloro-2-methyl-1,4-dihydroisoquinoline-3(2H)-one ClC=1C=C2CC(N(CC2=CC1)C)=O